C(C=C)N[C@@H](C(=O)N[C@H]1[C@H]2SC([C@@H](N2C1=O)C(=O)OCC=C)(C)C)C1=CC=CC=C1 (2S,5R,6R)-allyl 6-((R)-2-(allylamino)-2-phenylacetamido)-3,3-dimethyl-7-oxo-4-thia-1-azabicyclo[3.2.0]heptane-2-carboxylate